C5-vinyl-pyrimidine C(=C)C=1C=NC=NC1